ClC1=NC2=C(C=CC=C2N=C1)C(F)(F)F 2-chloro-8-(trifluoromethyl)quinoxaline